BrC=1C=NC=C(C1)C(F)F 3-Bromo-5-(difluoromethyl)pyridine